4-[[2-(5-Bromo-2-methoxy-phenyl)acetyl]amino]-N-tert-butyl-pyridine-2-carboxamide BrC=1C=CC(=C(C1)CC(=O)NC1=CC(=NC=C1)C(=O)NC(C)(C)C)OC